N1N=CC2=CC(=CC=C12)C1=CC2=C(N=C(S2)NC(=O)[C@H]2CN(CC2)C(=O)[O-])C=C1 (R)-3-((6-(1H-indazol-5-yl)benzo[d]thiazol-2-yl)carbamoyl)pyrrolidine-1-carboxylate